(1r,4S)-4-(4-(3-cyano-4-((2-cyano-4-fluorophenyl)thio)pyrazolo[1,5-a]pyridin-6-yl)-5-methyl-1H-pyrazol-1-yl)cyclohexyl L-valinate N[C@@H](C(C)C)C(=O)OC1CCC(CC1)N1N=CC(=C1C)C=1C=C(C=2N(C1)N=CC2C#N)SC2=C(C=C(C=C2)F)C#N